BrC1=NC=C(C=C1)C1OCCO1 2-bromo-5-(1,3-dioxolan-2-yl)pyridine